2-((4-chlorobutoxy)methyl)-2,3-dihydrothieno[3,4-b][1,4]dioxine ClCCCCOCC1COC=2C(O1)=CSC2